2-((1r,2r)-1-(2-cyano-5-fluorophenyl)-1-(5,6-dimethylpyrazin-2-yl)propan-2-yl)-5-hydroxy-N-(isoxazol-4-yl)-1-methyl-6-oxo-1,6-dihydropyrimidine-4-carboxamide C(#N)C1=C(C=C(C=C1)F)[C@@H]([C@@H](C)C=1N(C(C(=C(N1)C(=O)NC=1C=NOC1)O)=O)C)C1=NC(=C(N=C1)C)C